CN(C1=CC=C(C(=O)OCCOCCCC)C=C1)C butoxyethyl 4-dimethylaminobenzoate